tert-Butyl 3-[6-chloro-2-(2,2-dimethylpropanamido)pyridin-3-yl]-3-hydroxybutanoate ClC1=CC=C(C(=N1)NC(C(C)(C)C)=O)C(CC(=O)OC(C)(C)C)(C)O